C(#N)C=1C=CC(=C(C1)C1=CC(=NC=C1C(=O)NC=1SC=2C(=NC=C(N2)C2=NC=C(C=C2)C2CC2)N1)C)OC 4-(5-cyano-2-methoxyphenyl)-N-(6-(5-cyclopropylpyridin-2-yl)thiazolo[4,5-b]pyrazin-2-yl)-6-methylnicotinamide